COC1=C(C=C(C=C1)N1N=C(C(C1=O)C(=O)OC1=CC=C(C=C1)[N+](=O)[O-])C)C1=CC=NC=C1 4-nitrophenyl 1-(4-methoxy-3-(pyridin-4-yl)phenyl)-3-methyl-5-oxo-4,5-dihydro-1H-pyrazole-4-carboxylate